ClC1=NC=C(C(=O)NOC)C(=C1)NC1=C(C(=CC=C1)C1=NN(C=C1)C)OCC(F)(F)F 6-Chloro-N-methoxy-4-((3-(1-methyl-1H-pyrazol-3-yl)-2-(2,2,2-trifluoroethoxy)phenyl)amino)nicotinamide